ClC=1C=C2C(OCC3=NN(C=C3C3=C(C=C(C(NS(C(C1O)=C2)(=O)=O)=C3)F)F)C)=O 12-Chloro-18,20-difluoro-13-hydroxy-4-methyl-15,15-dioxo-8-oxa-15λ6-thia-4,5,16-triazatetracyclo[15.3.1.110,14.02,6]docosa-1(20),2,5,10,12,14(22),17(21),18-octaen-9-one